ClC=1C=CC(=C(C1)C1=NN(C=C1NC(=O)C=1C=NN2C1N=CC=C2)CC(=O)N(C)CCOC)OC N-(3-(5-chloro-2-methoxyphenyl)-1-(2-((2-methoxyethyl)(methyl)amino)-2-oxoethyl)-1H-pyrazol-4-yl)pyrazolo[1,5-a]pyrimidine-3-carboxamide